C(C)(C)C1=C(C=C(C=C1)C)N1/C(/SCC1=O)=N/C(NC1=CC=C(CCNC(C2=CC=C(C=C2)OC(F)(F)F)=O)C=C1)=O (Z)-N-(4-(3-(3-(2-isopropyl-5-methylphenyl)-4-oxothiazolidine-2-ylidene)ureido)phenethyl)-4-(trifluoromethoxy)benzamide